[2H]C(CF)(OC=1C(=NC(=NC1)N(CC1=C(C=C(C=C1)OC)OC)CC1=C(C=C(C=C1)OC)OC)OC)[2H] 5-(1,1-dideuterio-2-fluoro-ethoxy)-N,N-bis[(2,4-dimethoxyphenyl)methyl]-4-methoxy-pyrimidin-2-amine